2-(5-((4,4-difluoropiperidin-1-yl)methyl)-3-fluoro-2-methoxyphenyl)-2-((R)-3-((5-(5,6,7,8-tetrahydro-1,8-naphthyridin-2-yl)pentyl)oxy)pyrrolidin-1-yl)acetic acid FC1(CCN(CC1)CC=1C=C(C(=C(C1)C(C(=O)O)N1C[C@@H](CC1)OCCCCCC1=NC=2NCCCC2C=C1)OC)F)F